FC=1C(=C(C=CC1F)[C@H]1[C@@H]([S@]([C@](C1)(C(F)(F)F)C)=O)C(=O)NC1=CC(=NC=C1)C(=O)N)OC |&1:10| rac-4-((2R,3S,5R)-3-(3,4-difluoro-2-methoxyphenyl)-5-methyl-1-oxido-5-(trifluoromethyl)tetrahydrothiophene-2-carboxamido)picolinamide